N-((R)-1-(5-Amino-3-(difluoromethyl)-2-fluorophenyl)ethyl)-2-methyl-6-(((S)-tetrahydrofuran-3-yl)oxy)pyrido[3,4-d]pyrimidin-4-amine NC=1C=C(C(=C(C1)[C@@H](C)NC=1C2=C(N=C(N1)C)C=NC(=C2)O[C@@H]2COCC2)F)C(F)F